C(OCCCCCCC)(=O)O oxanonanoic acid